tetraethyl-hafnium hydroxide [OH-].C(C)[Hf](CC)(CC)CC